ClCOCC1=CC=CC=C1 ((chloromethoxy)methyl)benzene